CN(C1=CC=C(C=C1)OC(F)(F)F)C1=CC=C(OC=2N=C(C3=C(N2)C=NC=C3)O)C=C1 2-[4-[N-methyl-4-(trifluoromethoxy)anilino]phenoxy]pyrido[3,4-d]pyrimidin-4-ol